N-(1-(1H-pyrazol-5-yl)ethyl)-8-(4,4-dimethylcyclohex-1-en-1-yl)quinoline-3-carboxamide N1N=CC=C1C(C)NC(=O)C=1C=NC2=C(C=CC=C2C1)C1=CCC(CC1)(C)C